tert-butyl 4-[4-(4-{1-[(tert-butoxy)carbonyl]-1,2,3,6-tetrahydropyridin-4-yl}-2-fluorobenzamido)-2-fluorophenyl]-1,2,3,6-tetrahydropyridine-1-carboxylate C(C)(C)(C)OC(=O)N1CCC(=CC1)C1=CC(=C(C(=O)NC2=CC(=C(C=C2)C=2CCN(CC2)C(=O)OC(C)(C)C)F)C=C1)F